C(C1=CC=CC=C1)C(=C)C1=CC=CC=C1 α-benzylstyrene